FC1=C(C=CC=C1CCN[C@H](C1=CC=CC=C1)[C@H]1CNC2=C(N1)N=CC(=C2)F)[C@H](C(=O)O)C |o1:28| (R or S)-2-(2-fluoro-3-(2-(((R)-((R)-7-fluoro-1,2,3,4-tetrahydropyrido[2,3-b]pyrazin-3-yl)(phenyl)methyl)amino)ethyl)phenyl)propanoic acid